N-Methoxy-4-((4-methyl-2-(N-methylmethylsulfonamido)phenyl)amino)-6-((5-methylpyridin-2-yl)amino)Nicotinamide CONC(C1=CN=C(C=C1NC1=C(C=C(C=C1)C)N(S(=O)(=O)C)C)NC1=NC=C(C=C1)C)=O